FC(C1=NC=2CCNC(C2C=C1)=O)(F)F 2-(trifluoromethyl)-7,8-dihydro-6H-1,6-naphthyridin-5-one